3-ethyl-2-(trifluoromethyl)-6-((trimethylsilyl)ethynyl)-3H-indole C(C)C1C(=NC2=CC(=CC=C12)C#C[Si](C)(C)C)C(F)(F)F